C[C@H]1N(CCNC1)C(=O)OC(C)(C)C tert-Butyl (R)-2-methylpiperazine-1-carboxylate